C[C@H]([C@H]([C@H](CNC1=C(C(=O)NC(=O)N1)N=CC(=O)C)O)O)O The molecule is a nucleobase analogue that is uracil substituted with a (1,5-dideoxy-D-ribityl)amino group at position 6 and an (E)-(2-oxopropylidene)amino group at position 5; one of 20 modifications to the potent microbial riboflavin-based metabolite antigen 5-(2-oxopropylideneamino)-6-D-ribityl aminouracil (5-OP-RU), an activator of mucosal-associated invariant T (MAIT) cells when presented by the MR1 protein (reported in MED:32123373). It has a role as an epitope. It is a pyrimidone and a nucleobase analogue. It derives from a uracil.